NC1=NC=C(C2=C1N=C(N=C2)C=2C=C(C=CC2)C#C[C@@]2(CCN1C2=NC=C1)O)C (R)-7-[2-[3-(8-amino-5-methyl-pyrido[3,4-d]pyrimidin-2-yl)phenyl]ethynyl]-5,6-dihydropyrrolo[1,2-a]imidazol-7-ol